o-(p-isocyanatophenyl)phenyl isocyanate N(=C=O)C1=CC=C(C=C1)C1=C(C=CC=C1)N=C=O